FC1(CCN(CC1)C1=NC(=NC=N1)C=1C=NN(C1)C1=C(C=C(N)C=C1)N1CCC2(CC2)CC1)F 4-(4-(4-(4,4-difluoropiperidin-1-yl)-1,3,5-triazin-2-yl)-1H-pyrazol-1-yl)-3-(6-azaspiro[2.5]octan-6-yl)aniline